[K+].C(C=C)(=O)OCCS(=O)(=O)[O-] 2-sulfoethyl acrylate, potassium salt